1-isopropyl-pyrimidine-2,4,6(1H,3H,5H)-trione C(C)(C)N1C(NC(CC1=O)=O)=O